CN1CC(C1)NC(O[C@@H]1CC[C@H](CC1)C(N(C[C@@H]1CC[C@H](CC1)C1=CC(=C(C=C1)OC)C)C1=CC(=CC=C1)C=1C=NN(C1)C1CC1)=O)=O trans-4-((3-(1-Cyclopropyl-1H-pyrazol-4-yl)phenyl)((trans-4-(4-methoxy-3-methylphenyl)cyclohexyl)methyl)carbamoyl)-cyclohexyl (1-methylazetidin-3-yl)carbamate